CCCC[Sn](CCCC)(O[Sn](CCCC)(CCCC)Cl)Cl bis(dibutylchlorotin(IV)) oxide